4-(5-(3,5-dichloro-4-fluorophenyl)-5-(trifluoromethyl)-4,5-dihydroisoxazol-3-yl)-N-ethyl-N-(1-ethyl-5-(trifluoromethyl)-1H-1,2,4-triazol-3-yl)-2-methylbenzamide ClC=1C=C(C=C(C1F)Cl)C1(CC(=NO1)C1=CC(=C(C(=O)N(C2=NN(C(=N2)C(F)(F)F)CC)CC)C=C1)C)C(F)(F)F